BrC=1C=NC=CC1[C@@H](CC\C=C/C)N[S@@](=O)C(C)(C)C (S)-N-((R,Z)-1-(3-bromopyridin-4-yl)hex-4-en-1-yl)-2-methylpropane-2-sulfinamide